N(=O)N(C(C)C)C(C)C N-nitrosodiisopropylamine